FC1(CC(C1)(CO)N1N=NC=C1)F 1-(3,3-difluoro-1-(hydroxymethyl)cyclobutyl)-1H-1,2,3-triazol